CNC(C1=CC=C(C=C1)C1=NOC(=C1)C1=CC(=CC=C1)[C@H](C)SC1=NN=CN1C)=O (S)-N-methyl-4-(5-(3-(1-(4-methyl-4H-1,2,4-triazol-3-ylthio)ethyl)phenyl)isoxazol-3-yl)benzamide